5-cyclooctadienyl-rhodium chloride C1=CC=CC(CCC1)[Rh](Cl)Cl